C(COCCOCCOCCOCCC)(=O)N 3,6,9,12-tetraoxapentadecylamide